3-methylbutyl-borate-pinanediol C12(C(CCC(C1(C)C)C2)(C)O)O.CC(CCOB(O)O)C